FC(C(=O)O)(F)F.N1C(CNCCC1)=O 1,4-diazacycloheptan-2-one trifluoroacetate